NC(C)(C)C=1C=CC(=NC1)NC1=CC(=C(N=N1)C(=O)NC([2H])([2H])[2H])NC1=NC=CC=C1S(=O)(=O)C 6-{[5-(2-aminoprop-2-yl)pyridin-2-yl]amino}-4-[(3-methanesulfonylpyridin-2-yl)amino]-N-(2H3)methylpyridazine-3-carboxamide